(RS)-2-(4-(2-methylpropyl)phenyl)propionic acid CC(CC1=CC=C(C=C1)[C@H](C(=O)O)C)C |r|